O1CCN(CC1)CCN=C=S 2-morpholinoethylisothiocyanate